NC=1C(N(C=CN1)CC1=CC=C2[C@](NC(NC2=C1)=O)(C(C)(F)F)C#CC1CC1)=O (S)-7-((3-amino-2-oxopyrazin-1(2H)-yl)methyl)-4-(cyclopropylethynyl)-4-(1,1-difluoroethyl)-3,4-dihydroquinazolin-2(1H)-one